1-(2-chloro-5-fluoropyrimidin-4-yl)-N4,N4-dimethyl-benzene-1,4-diamine ClC1=NC=C(C(=N1)C1(CC=C(C=C1)N(C)C)N)F